(E)-1-(2-hydroxy-4,6-dimethoxyphenyl)-3-(5-methylthiophen-2-yl)prop-2-en-1-one OC1=C(C(=CC(=C1)OC)OC)C(\C=C\C=1SC(=CC1)C)=O